N-[1-benzyl-4-(5-chloro-2-thienyl)-4-piperidyl]-4-(trifluoromethoxy)benzenesulfonamide C(C1=CC=CC=C1)N1CCC(CC1)(C=1SC(=CC1)Cl)NS(=O)(=O)C1=CC=C(C=C1)OC(F)(F)F